7-Chloro-5-methyl-2-(trimethylsilyl)furo[3,2-b]pyridine ClC1=C2C(=NC(=C1)C)C=C(O2)[Si](C)(C)C